4-chloro-2-(pyrrolidine-1-yl)benzamide ClC1=CC(=C(C(=O)N)C=C1)N1CCCC1